FC(C1=CC=C(C=C1)C=1C(=C2N=C(C(=NC2=CC1)N)N)C1=CC=C(C=C1)C(F)(F)F)(F)F (E)-bis(4-(trifluoromethyl)phenyl)quinoxaline-2,3-diamine